FC(CN1N=CC=2C1=NC(=CN2)N2C[C@H](C[C@H](C2)C)C=O)F (3S,5R)-1-(1-(2,2-difluoroethyl)-1H-pyrazolo[3,4-b]pyrazin-6-yl)-5-methylpiperidine-3-carbaldehyde